tert-butyl (1-((2-(4-(methylcarbamoyl)phenyl)benzo[d]imidazo[2,1-b]thiazole-7-carboxamido)methyl)cyclopropyl)carbamate CNC(=O)C1=CC=C(C=C1)C=1N=C2SC3=C(N2C1)C=CC(=C3)C(=O)NCC3(CC3)NC(OC(C)(C)C)=O